15-methyl-hexadecanoic acid CC(CCCCCCCCCCCCCC(=O)O)C